6-bromo-2-[2-(2-oxopyrrolidin-1-yl)ethyl]-2,3-dihydro-1H-isoindol-1-one BrC1=CC=C2CN(C(C2=C1)=O)CCN1C(CCC1)=O